[3-[6-(3-furyl)imidazo[1,2-b]pyridazin-3-yl]phenyl]methanol O1C=C(C=C1)C=1C=CC=2N(N1)C(=CN2)C=2C=C(C=CC2)CO